Cl.ClC1=C(C=CC(=C1)Cl)S(=O)(=O)N1CC(C1)(CNCCOC)COC1=CC(=C(C#N)C=C1)F 4-((1-((2,4-dichlorophenyl)sulfonyl)-3-(((2-methoxyethyl)amino)methyl)azetidin-3-yl)methoxy)-2-fluorobenzonitrile hydrochloride